(R)-1-(7-(8-ethynyl-7-fluoro-3-hydroxynaphthalene-1-yl)-8-fluoro-5-methyl-2-(((S)-1-methylpyrrolidin-2-yl)methoxy)pyrido[4,3-d]pyrimidin-4-yl)piperidin-3-ol C(#C)C=1C(=CC=C2C=C(C=C(C12)C1=C(C=2N=C(N=C(C2C(=N1)C)N1C[C@@H](CCC1)O)OC[C@H]1N(CCC1)C)F)O)F